Cl.F[P-](F)(F)(F)(F)F.[Li+] Lithium hexafluorophosphate hydrogen chloride